NC1=NC=CC=C1C#N amino-3-pyridinecarbonitrile